OC[C@H](C)OC1=NOC(=C1)[C@H](C(=O)N1C(CCC1)C(=O)N[C@@H](C)C1=CC=C(C=C1)C1=C(N=CS1)C)C(C)C 1-((R)-2-(3-(((S)-1-hydroxypropan-2-yl)oxy)isoxazol-5-yl)-3-methylbutyryl)-N-((S)-1-(4-(4-methylthiazol-5-yl)phenyl)ethyl)pyrrolidine-2-carboxamide